2,2-dimethyl-3-((3-methyl-5-(trifluoromethyl)pyridin-2-yl)oxy)-N-(1-methylpiperidin-4-yl)propanamide CC(C(=O)NC1CCN(CC1)C)(COC1=NC=C(C=C1C)C(F)(F)F)C